P(=O)(O)(O)OC=1C(=CC=CC1)C=1C(=CC=CC1)O biphenol phosphate